C(C)OC(=O)C=1C(=NC2=CC(=CN=C2C1Cl)Br)Cl 7-bromo-2,4-dichloro-1,5-naphthyridine-3-carboxylic acid ethyl ester